CN1N=C(C(=C1)C=1N=CC2=C(N1)C=C(C(=N2)N)C(F)(F)F)C2=CC=CC=C2 (1-methyl-3-phenyl-1H-pyrazol-4-yl)-7-(trifluoromethyl)pyrido[3,2-d]pyrimidin-6-amine